C(#N)C1=CN=C(N1)C(=O)NC=1C(=NC(=CC1)N1CC(OC(C1)(C)C)(C)C)C1=CCC(CC1)(C)C 5-cyano-N-[2-(4,4-dimethylcyclohexen-1-yl)-6-(2,2,6,6-tetramethylmorpholin-4-yl)-3-pyridyl]-1H-imidazole-2-carboxamide